15-methyldotriacontane CC(CCCCCCCCCCCCCC)CCCCCCCCCCCCCCCCC